N6-(2,3-dihydro-1H-inden-4-yl)-1H-pyrazolo[3,4-d]pyrimidine-3,6-diamine C1CCC2=C(C=CC=C12)NC1=NC=C2C(=N1)NN=C2N